BrC1=NC=C(C=2C1=NSN2)Br 4,7-dibromo-[1,2,5]thiadiazolo[3,4-c]pyridine